4-[6-(2,5-dimethyl-phenyl)-3-hydroxy-pyridin-2-yl]-4-oxo-butyric acid ethyl ester C(C)OC(CCC(=O)C1=NC(=CC=C1O)C1=C(C=CC(=C1)C)C)=O